silver nitrate silver salt [Ag+].[N+](=O)([O-])[O-].[Ag+].[N+](=O)([O-])[O-]